[4-[4-(4-hydroxyphenyl)piperazin-1-yl]phenyl]-2-[(2S,3S)-2-phenylmethoxypentan-3-yl]-1,2,4-triazol-3-one OC1=CC=C(C=C1)N1CCN(CC1)C1=CC=C(C=C1)C1=NC(N(N1)[C@H]([C@H](C)OCC1=CC=CC=C1)CC)=O